N-((S)-1-(3-Methoxyphenyl)ethyl)-4-((R)-3-(3-(trifluoromethyl)phenoxy)pyrrolidin-1-yl)tetrahydro-2H-pyran-4-carboxamide, hydrochloride Cl.COC=1C=C(C=CC1)[C@H](C)NC(=O)C1(CCOCC1)N1C[C@@H](CC1)OC1=CC(=CC=C1)C(F)(F)F